C1(CC1)C1=NC=2N(C=C1)C=CN2 7-cyclopropylimidazo[1,2-a]pyrimidine